FC1=NC(=CC(=C1)NC1=CC=C(C(=N1)C(=O)NC1CCC12CCCC2)OC)F 6-[(2,6-difluoro-4-pyridinyl)amino]-3-methoxy-N-spiro[3.4]octane-3-yl-pyridine-2-carboxamide